COC1=C(C=CC(=C1)N1CCN(CC1)C)NC1=NC=CC(=C1)NC=1C=CC=C2CCN(C12)C(C(C)C)=O 1-(7-((2-((2-Methoxy-4-(4-methylpiperazin-1-yl)phenyl)amino)pyridin-4-yl)amino)indolin-1-yl)-2-methylpropan-1-one